calcium lutetium-yttrium orthosilicate [Si]([O-])([O-])([O-])[O-].[Y+3].[Lu+3].[Ca+2].[Si]([O-])([O-])([O-])[O-]